C(#N)C1=NC(=NC(=C1)C)N1CCN(CC1)S(=O)(=O)C1=CC=C(C=C1)NC(=O)C1=C(N=CN1C)N(S(=O)(=O)C)C N-(4-((4-(4-cyano-6-methylpyrimidin-2-yl)piperazin-1-yl)sulfonyl)phenyl)-1-methyl-4-(N-methylmethylsulfonamido)-1H-imidazole-5-carboxamide